2,4-dichloro-1,4-phenylenediamine ClC1=C(C=CC(C1)(N)Cl)N